(4-chloro-phenoxymethyl)-4-(N-isobutyl-N-piperonyl-aminomethyl)-thiazole ClC1=CC=C(OCC=2SC=C(N2)CN(CC2=CC=3OCOC3C=C2)CC(C)C)C=C1